4-sulfobenzyl bromide S(=O)(=O)(O)C1=CC=C(CBr)C=C1